2-((4-chloro-5-fluoro-2-(2-methoxy-7-methylquinoxalin-5-yl)benzo[d]thiazol-6-yl)oxy)ethyl ((1-methyl-1H-pyrazol-4-yl)methyl)carbamate CN1N=CC(=C1)CNC(OCCOC1=CC2=C(N=C(S2)C2=C3N=CC(=NC3=CC(=C2)C)OC)C(=C1F)Cl)=O